C1(=CC=CC=C1)N(C(CC1(CCN(CC1)C(=O)N1CCC2=CC=C(C=C12)OC)C(=O)O)=O)C1=CC=CC=C1 4-(2-(diphenylamino)-2-oxoethyl)-1-(6-methoxyindoline-1-carbonyl)piperidine-4-carboxylic acid